3-{2-cyano-1-[4-(7H-pyrrolo-[2,3-d]pyrimidin-4-yl)-1H-pyrazol-1-yl]ethyl}-N-phenyl-benzamide trifluoroacetate FC(C(=O)O)(F)F.C(#N)CC(N1N=CC(=C1)C=1C2=C(N=CN1)NC=C2)C=2C=C(C(=O)NC1=CC=CC=C1)C=CC2